Tert-butyl 4-glycylpiperazine-1-carboxylate NCC(=O)N1CCN(CC1)C(=O)OC(C)(C)C